6-heptanesultone C1CCCCC(C)OS1(=O)=O